1-methyl-N-((5-(2-((1-methyl-6-(trifluoromethyl)-1H-pyrazolo[3,4-d]pyrimidin-4-yl)thio)acetyl)thiophen-2-yl)methyl)azetidine-3-carboxamide CN1CC(C1)C(=O)NCC=1SC(=CC1)C(CSC1=C2C(=NC(=N1)C(F)(F)F)N(N=C2)C)=O